2-(4-(4-(2-(5-Amino-8-(furan-2-yl)-2-oxothiazolo[5,4-e][1,2,4]triazolo[1,5-c]pyrimidin-3(2H)-yl)ethyl)piperazin-1-yl)-3,5-difluorophenoxy)acetic acid NC1=NC2=C(C=3N1N=C(N3)C=3OC=CC3)SC(N2CCN2CCN(CC2)C2=C(C=C(OCC(=O)O)C=C2F)F)=O